C(C)[C@H](C(/C=C/[C@H]1[C@@H](C[C@H]2[C@@H]1CCC1=C(O2)C=C(C=C1)C(=O)O)O)O)CCCC (1R,2R,3aS,10aR)-1-[(1E,3ξ,4S)-4-ethyl-3-hydroxy-1-octen-1-yl]-2-hydroxy-2,3,3a,9,10,10a-hexahydro-1H-benzo[b]cyclopenta[f]oxepin-6-carboxylic acid